N1C(=NC2=C1C=CC=C2)C(C)C=2C=C1CCCN(C1=CC2)C(=O)C2CC2 (6-(1-(1H-benzo[d]imidazol-2-yl)ethyl)-3,4-dihydroquinolin-1(2H)-yl)(cyclopropyl)methanone